BrC1=C(C2=C(N(N=N2)CCCOCC2=CC=C(C(=O)OC(C)(C)C)C=C2)C=C1)C tert-Butyl 4-{[3-(5-bromo-4-methyl-1H-benzotriazol-1-yl)propoxy]methyl}benzoate